C1(=CC=CC=C1)N1CCN(CC1)CCC(C(C=C)=C)=C 1-(4-phenyl-1-piperazinyl)-3,4-dimethylenehex-5-ene